(E)-3-(1,3-benzodioxol-5-yl)-N-ethyl-N-(tetrahydro-furan-2-ylmethyl)prop-2-enamide O1COC2=C1C=CC(=C2)/C=C/C(=O)N(CC2OCCC2)CC